NC1=C(C=C(N=N1)C1=C(C=CC=C1)O)N1CCC2(CNCCO2)CC1 2-(6-amino-5-(1-oxa-4,9-diazaspiro[5.5]undecan-9-yl)pyridazin-3-yl)phenol